TERT-BUTYL N-((1S,3R)-3-METHOXYCYCLOBUTYL)-N-((S)-PENT-4-EN-2-YL)SULFAMOYLCARBAMATE COC1CC(C1)N(C(OC(C)(C)C)=O)S(N[C@@H](C)CC=C)(=O)=O